1-{3-[(piperazin-1-yl)carbonyl]piperidin-1-yl}ethanone N1(CCNCC1)C(=O)C1CN(CCC1)C(C)=O